BrC1=CC=C2OC=3C=CC=4CN(CC5=CC=C(C3C45)C2=C1)CCCCCO 9-bromo-2-(5-hydroxypentyl)-1H-xantheno[2,1,9-def]isoquinoline